C[Si]1(O[Si](O1)(C)C)C epoxytetramethyl-disiloxane